C([O-])(O)=O.C(O)(O)=O.[Na+] Sodium Carbonate Bicarbonate